(2R,4R)-2-(5-((-)-3-cyclopropyl-1-((R)-1,1-dimethylethylsulfinamido)-1-(2-methylpyridin-4-yl)propyl)-2-fluorophenylcarbamoyl)-4-methoxypyrrolidine-1-carboxylic acid tert-butyl ester C(C)(C)(C)OC(=O)N1[C@H](C[C@H](C1)OC)C(NC1=C(C=CC(=C1)C(CCC1CC1)(C1=CC(=NC=C1)C)N[S@](=O)C(C)(C)C)F)=O